N[C@@H]1C2=CC=CC=C2CC12CCN(CC2)C2=NC=C(C(N2C)=O)C#CCC2=C(C(=CC=C2)O)O (S)-2-(1-amino-1,3-dihydrospiro[indene-2,4'-piperidine]-1'-yl)-5-(3-(2,3-dihydroxyphenyl)prop-1-yn-1-yl)-3-methylpyrimidin-4(3H)-one